OC=1C=C(C=CC1)C=1C(OC2=CC=CC=C2C1C)C1=CC=C(C=C1)C#CCN1CCCCC1 3-(3-hydroxyphenyl)-4-methyl-2-[4-(3-piperidin-1-yl-prop-1-ynyl)phenyl]-2H-chromen